N-(6-((4-(aminomethyl)-1H-pyrazol-1-yl)methyl)-4-methoxybenzo[d]isoxazol-3-yl)-5-methoxy-2,3-dihydrobenzofuran-6-sulfonamide hydrochloride Cl.NCC=1C=NN(C1)CC1=CC2=C(C(=NO2)NS(=O)(=O)C2=CC3=C(CCO3)C=C2OC)C(=C1)OC